3-methyl-[1,1'-Biphenyl] CC=1C=C(C=CC1)C1=CC=CC=C1